bis-(4-hydroxy-3,5-difluorophenyl)-methane OC1=C(C=C(C=C1F)CC1=CC(=C(C(=C1)F)O)F)F